BrC=1C(=NC(=NC1)Cl)N[C@H](CO)C1=CC=CC=C1 (S)-2-((5-bromo-2-chloropyrimidin-4-yl)amino)-2-phenylethanol